C(C)C=1C=NN2C1N=C(C=C2NCC=2C=CC(=NC2)OCCOCCOCC(=O)O)N2[C@@H](CCCC2)CCO 2-[2-[2-[[5-[[[3-ethyl-5-[(2S)-2-(2-hydroxyethyl)-1-piperidyl]pyrazolo[1,5-a]pyrimidin-7-yl]amino]methyl]-2-pyridyl]oxy]ethoxy]ethoxy]acetic acid